C1(CC1)[S@@](=O)(=N)C1=C(C=CC(=C1)C=1C2=C(N=C(N1)N1[C@H]([C@@H](C1)O)C)C(CC2)(F)F)OC (S)-cyclopropyl(5-(7,7-difluoro-2-((2S,3R)-3-hydroxy-2-methylazetidin-1-yl)-6,7-dihydro-5H-cyclopenta[d]pyrimidin-4-yl)-2-methoxyphenyl)(imino)-λ6-sulfanone